O=C(CCN1C(OCC1)=O)N1CC(C1)C=1C=NC(=NC1)N1CC(CC1)C(F)(F)F (4R)-[3-Oxo-3-[3-[2-[3-(trifluoro-methyl)pyrrolidin-1-yl]pyrimidin-5-yl]azetidin-1-yl]propyl]oxazolidin-2-one